N-[(6-{[(1-methylcyclopentyl)amino]methyl}imidazo[1,2-a]pyridin-2-yl)methyl]-4-oxo-4H-pyrido[1,2-a]pyrimidine-2-carboxamide CC1(CCCC1)NCC=1C=CC=2N(C1)C=C(N2)CNC(=O)C=2N=C1N(C(C2)=O)C=CC=C1